(R)-5-(6-(hydroxymethyl)-1H-pyrrolo[2,3-b]pyridin-3-yl)-N-(1,1,1-trifluoropropan-2-yl)pyrazolo[1,5-a]pyridine-3-carboxamide OCC1=CC=C2C(=N1)NC=C2C2=CC=1N(C=C2)N=CC1C(=O)N[C@@H](C(F)(F)F)C